propyldimethylamine stearate C(CCCCCCCCCCCCCCCCC)(=O)O.C(CC)N(C)C